N1(N=CC=C1)CCC(=O)N1C[C@@H](CCC1)C1=CC(=C2C=C(NC2=C1F)C(=O)N(C)C)B1OC(C(O1)(C)C)(C)C (S)-6-(1-(3-(1H-pyrazol-1-yl)propanoyl)piperidin-3-yl)-7-fluoro-N,N-dimethyl-4-(4,4,5,5-tetramethyl-1,3,2-dioxaborolan-2-yl)-1H-indole-2-carboxamide